O=C1NC(CC[C@@H]1N1C(C2=CC=CC(=C2CC1=O)NC1CC(C1)NC(=O)C1=NC=C(C=C1)N1CCN(CC1)CC=1C=NC=2C=C(C(NC2C1)=O)CC)=O)=O N-((1s,3s)-3-((2-(2,6-dioxopiperidin-3-yl)-1,3-dioxoisoquinolin-5-yl)amino)cyclobutyl)-5-(4-((7-Ethyl-6-oxo-5,6-dihydro-1,5-naphthyridin-3-yl)methyl)piperazin-1-yl)pyridine-2-Formamide